tert-butyl 4-(6-((1-methyl-1H-pyrazol-3-yl)amino)pyridin-3-yl)piperazine-1-carboxylate CN1N=C(C=C1)NC1=CC=C(C=N1)N1CCN(CC1)C(=O)OC(C)(C)C